1-imino-1,2,3,5-tetrahydro-4H-1λ4-benzo[f][1,4]thiazepine-4-carboxylic acid tert-butyl ester 1-oxide C(C)(C)(C)OC(=O)N1CCS(C2=C(C1)C=CC=C2)(=N)=O